F[C@H]1[C@H](CNC1)NC=1C=C2CN3[C@@H](C2=CC1)CN(C[C@H]3C)C3=C1C=CC(=NC1=C(C=C3)C#N)[2H] 5-[(4R,10bS)-8-[[(3S,4R)-4-fluoropyrrolidin-3-yl]amino]-4-methyl-3,4,6,10b-tetrahydro-1H-pyrazino[2,1-a]isoindol-2-yl]-2-deuterio-quinoline-8-carbonitrile